ClC1=C(C=C(C=N1)C1=NC=2N(C=C1)N=C(C2)C(F)(F)F)S(=O)(=O)CC.[O].[In] indium oxygen 5-(6-chloro-5-(ethylsulfonyl)pyridin-3-yl)-2-(trifluoromethyl)pyrazolo[1,5-a]pyrimidine